(methoxycarbonyl)cyclopentane-1-carboxylic acid COC(=O)C1(CCCC1)C(=O)O